2,4-dichloro-benzenemethanol ClC1=C(C=CC(=C1)Cl)CO